O1COC2=C1C=CC(=C2)CC(C)N(C(OC(C)Cl)=O)C 1-chloroethyl N-[2-(1,3-benzodioxol-5-yl)-1-methyl-ethyl]-N-methyl-carbamate